Allyl (S)-(5-(benzyloxy)-2-(6-(hydroxymethyl)-4-(thiophen-2-yl)-1,2,3,6-tetrahydropyridine-1-carbonyl)-4-methoxyphenyl)carbamate C(C1=CC=CC=C1)OC=1C(=CC(=C(C1)NC(OCC=C)=O)C(=O)N1CCC(=C[C@H]1CO)C=1SC=CC1)OC